FC=1C(=CC2=C(N(C(N2C)=O)C2C(N(C(CC2)=O)CC2=CC=C(C=C2)OC)=O)C1)C=1CCN(CC1)C(=O)OC(C)(C)C tert-butyl 4-[6-fluoro-1-[1-[(4-methoxyphenyl)methyl]-2,6-dioxo-3-piperidyl]-3-methyl-2-oxo-benzimidazol-5-yl]-3,6-dihydro-2H-pyridine-1-carboxylate